CC(CC(=O)OCCOCC)(CC)C 2-ethoxyethyl 3,3-dimethylpentanoate